FC1CCN(CC1)C1=C(C=CC(=C1)I)[N+](=O)[O-] 4-fluoro-1-(5-iodo-2-nitrophenyl)piperidine